COC(CC1=CC(=CC(=C1)C(C)(C)C)CC(C)OC)C 1,3-bis(2-methoxypropyl)-5-tert-butylbenzene